3-(5-aminonaphthalene-1-yl)-7-(1H-pyrrole-2-carbonyl)-N-(p-tolyl)-5,6,7,8-tetrahydroimidazo[1,5-a]Pyrazine-1-carboxamide NC1=C2C=CC=C(C2=CC=C1)C1=NC(=C2N1CCN(C2)C(=O)C=2NC=CC2)C(=O)NC2=CC=C(C=C2)C